2-chloro-7-methyl-4-[3-(trifluoromethyl)-1-bicyclo[1.1.1]pentanyl]pteridine ClC1=NC2=NC(=CN=C2C(=N1)C12CC(C1)(C2)C(F)(F)F)C